tert-butyl (1R,5S)-8-(7-bromo-2,6-dichloro-8-fluoroquinazolin-4-yl)-3,8-diazabicyclo[3.2.1]octane-3-carboxylate BrC1=C(C=C2C(=NC(=NC2=C1F)Cl)N1[C@H]2CN(C[C@@H]1CC2)C(=O)OC(C)(C)C)Cl